ClC=1C(=C(CSC2=CC=C(S2)S(=O)(=O)N(C)C)C=CC1)N1CCC(CC1)(C)C 5-((3-chloro-2-(4,4-dimethylpiperidin-1-yl)benzyl)thio)-N,N-dimethylthiophene-2-sulfonamide